C(C)C1=NC(=NN1)CCCCCCCCCCCCC1=NNC(=N1)CC 3,3'-dodecamethylenebis(5-ethyl-1,2,4-triazole)